[N+](=O)([O-])C1=CC=C(C=C1)N([C@@H](CC(N)=O)C(=O)[O-])C(=O)OCC1=CC=CC=C1 4-Nitrophenyl-N2-[(benzyloxy)carbonyl]-L-asparaginat